N-((5-phenyl-1,3,4-thiadiazol-2-yl)methyl)-1-(3,3,3-trifluoro-2-hydroxypropyl)-1H-1,2,3-triazole-4-carboxamide C1(=CC=CC=C1)C1=NN=C(S1)CNC(=O)C=1N=NN(C1)CC(C(F)(F)F)O